titanium tri-aluminum [Al].[Al].[Al].[Ti]